C(C1=CC=CC=C1)OC1=C(OC2=CC=NC=C2C=O)C=CC=C1 4-(2-(benzyloxy)phenoxy)nicotinaldehyde